FC(C1=C(C=CC(=C1)N1C(C=CC1=O)=O)C1=C(C=C(C=C1)N1C(C=CC1=O)=O)C(F)(F)F)(F)F 1,1'-[2,2'-bis(trifluoromethyl){1,1'-biphenyl}-4,4'-diyl]bis[1H-pyrrole-2,5-dione]